1-((3s,4R)-4-(3,4-difluorophenyl)-1-(2-methoxyethyl)pyrrolidin-3-yl)-3-(3-((R)-2-hydroxypropyl)-4-methyl-1-phenyl-1H-pyrazol-5-yl)urea FC=1C=C(C=CC1F)[C@H]1[C@@H](CN(C1)CCOC)NC(=O)NC1=C(C(=NN1C1=CC=CC=C1)C[C@@H](C)O)C